2-(4-butoxyphenyl)-4-(thiophen-2-ylmethylene)oxazol-5(4H)-one C(CCC)OC1=CC=C(C=C1)C=1OC(C(N1)=CC=1SC=CC1)=O